F[C@@H]1[C@@H](C1)C(=O)NC1=NC=C2C=C(C=NC2=C1)C=1C=NC(=CC1C)[C@H](CCC)O (1S,2S)-2-fluoro-N-(3-{6-[(1S)-1-hydroxybutyl]-4-methylpyridin-3-yl}-1,6-naphthyridin-7-yl)cyclopropane-1-carboxamide